ClC=1C=C(C=CC1F)C(CO)(C)NC1=NC2=C(N1)C=CC=C2CNC(=O)NC (+)-1-((2-((2-(3-Chloro-4-fluorophenyl)-1-hydroxy-propan-2-yl)amino)-1H-benzo[d]imidazol-4-yl)methyl)-3-methylurea